[1-[((RS)-[1-[3-[(E)-2-(7-Chloroquinolin-2-yl)ethenyl]phenyl]-3-[2-(1-hydroxy-1-methylethyl)phenyl]propyl]sulfinyl)methyl]cyclopropyl]acetic acid ClC1=CC=C2C=CC(=NC2=C1)/C=C/C=1C=C(C=CC1)C(CCC1=C(C=CC=C1)C(C)(C)O)[S@](=O)CC1(CC1)CC(=O)O |r|